6-chloro-N-(3-(dimethylamino)propyl)-3-(4-fluorobenzoyl)-4-oxo-4H-chromene-2-carboxamide ClC=1C=C2C(C(=C(OC2=CC1)C(=O)NCCCN(C)C)C(C1=CC=C(C=C1)F)=O)=O